C(C1=CC=CC=C1)OCC1(CC1)S(=O)(=O)C(CO)(CO)C 2-((1-((benzyloxy)methyl)cyclopropyl)sulfonyl)-2-methylpropane-1,3-diol